tert-butyl 4-(7-fluoro-3-methyl-4,5-dihydropyrazolo[1,5-a][1,8]naphthyridin-2-yl)piperidine-1-carboxylate FC=1C=C2CCC=3N(C2=NC1)N=C(C3C)C3CCN(CC3)C(=O)OC(C)(C)C